1-({(1R,3S)-3-[8-amino-1-(4-{[4-(trifluoromethyl)pyridin-2-yl]carbamoyl}phenyl)imidazo[1,5-a]pyrazin-3-yl]cyclopentyl}carbonyl)-L-proline NC=1C=2N(C=CN1)C(=NC2C2=CC=C(C=C2)C(NC2=NC=CC(=C2)C(F)(F)F)=O)[C@@H]2C[C@@H](CC2)C(=O)N2[C@@H](CCC2)C(=O)O